2-(N,N-dimethylaminomethyl)benzeneboronic acid CN(C)CC1=C(C=CC=C1)B(O)O